CN(C1CC=2N(C3=C(C1)C=CC=C3)C(=NN2)[C@@H]2CC[C@H](CC2)OC2=NC=CC=C2)C N,N-Dimethyl-1-[trans-4-(pyridin-2-yloxy)cyclohexyl]-5,6-dihydro-4H-[1,2,4]triazolo[4,3-a][1]benzazepin-5-amin